ClC=1C=C(C=C(C1)C1=CC=CC=C1)C1=NC(=NC(=N1)C1=CC=CC=C1)C1=CC=CC=C1 2-(5-chloro-[1,1'-biphenyl]-3-yl)-4,6-diphenyl-1,3,5-triazine